FC1=CC=C(C=C1)S(=O)(=O)C1C(CCC2=CC(=CC=C12)I)C=C 1-((4-fluorophenyl)sulfonyl)-6-iodo-2-vinyl-1,2,3,4-tetrahydronaphthalene